4-[3-(difluoromethyl)-5-methyl-pyrazol-1-yl]benzoic acid FC(C1=NN(C(=C1)C)C1=CC=C(C(=O)O)C=C1)F